N1(CCNCC1)CC=1C=CC(=C(C1)C=1SC=CN1)C(F)(F)F 2-(5-(piperazin-1-ylmethyl)-2-(trifluoromethyl)phenyl)thiazole